tert-butyl (S)-2-((2-(4-(N,N-bis(4-methoxybenzyl)sulfamoyl)-2-(trifluoromethyl)phenyl)-7-methylimidazo[1,2-a]pyridin-3-yl)methyl)morpholine-4-carboxylate COC1=CC=C(CN(S(=O)(=O)C2=CC(=C(C=C2)C=2N=C3N(C=CC(=C3)C)C2C[C@H]2CN(CCO2)C(=O)OC(C)(C)C)C(F)(F)F)CC2=CC=C(C=C2)OC)C=C1